OCC(CCCCNC(OC(C)(C)C)=O)CO tert-butyl (6-hydroxy-5-(hydroxymethyl)hexyl)carbamate